OCC(C(=CN)S(=O)(=O)O)(CO)CO tris(hydroxymethyl)methyl-2-amino-ethenesulfonic acid